1-(4-(4-((3-((4-(4-amino-3-(4-phenoxyphenyl)-1H-pyrazolo[3,4-d]pyrimidin-1-yl)piperidin-1-yl)methyl)pyrrolidin-1-yl)methyl)piperidin-1-yl)phenyl)dihydropyrimidine-2,4(1H,3H)-dione NC1=C2C(=NC=N1)N(N=C2C2=CC=C(C=C2)OC2=CC=CC=C2)C2CCN(CC2)CC2CN(CC2)CC2CCN(CC2)C2=CC=C(C=C2)N2C(NC(CC2)=O)=O